Sodium 1-cyclopropyl-7-(1-((2,4-diaminopyrimidin-5-yl)methyl)indolin-5-yl)-6,8-difluoro-4-oxo-1,4-dihydroquinoline-3-carboxylate C1(CC1)N1C=C(C(C2=CC(=C(C(=C12)F)C=1C=C2CCN(C2=CC1)CC=1C(=NC(=NC1)N)N)F)=O)C(=O)[O-].[Na+]